4-(1-(2-Fluoro-4-((3-methoxyazetidin-1-yl)methyl)phenyl)-2-methyl-1H-imidazol-4-yl)-N-(1-(methylsulfonyl)piperidin-4-yl)-5-(trifluoromethyl)pyrimidin-2-amine FC1=C(C=CC(=C1)CN1CC(C1)OC)N1C(=NC(=C1)C1=NC(=NC=C1C(F)(F)F)NC1CCN(CC1)S(=O)(=O)C)C